C1(CC1)CN1CCN(CC1)C1=CC=C(C=C1)C=1C=C(C=2N(C1)C=C(N2)C2=CC(=C(C=C2)OC)OC)C 6-(4-(4-(cyclopropylmethyl)piperazin-1-yl)phenyl)-2-(3,4-dimethoxyphenyl)-8-methylimidazo[1,2-a]pyridine